OC1=C(C=O)C=CC(=C1)NC 2-HYDROXY-4-(METHYLAMINO)BENZALDEHYDE